tert-butyl 2,2-dimethoxy-6-(4-(methoxycarbonyl) phenyl)-7-azaspiro[3.5]non-5-ene-7-carboxylate COC1(CC2(C1)C=C(N(CC2)C(=O)OC(C)(C)C)C2=CC=C(C=C2)C(=O)OC)OC